S1CCC2(C3=CC=C(C=C13)C#N)N=C1N(C=CC=C1)C2 3H-spiro[imidazo[1,2-a]pyridine-2,4'-thiochromane]-7'-carbonitrile